5'-chloro-1,1':3',1''-terphenyl ClC=1C=C(C=C(C1)C1=CC=CC=C1)C1=CC=CC=C1